CC1=C(C(=C(C1([Hf]C=1CC=2C=CC3=C(C2C1C(C)CC)C=CC=C3)C)C)C)C pentamethylcyclopentadienyl-(1-sec-butyl-benz[e]indenyl)hafnium